bis(2,2,6,6-tetramethyl-1-undecyloxypiperidin-4-yl) carbonate C(OC1CC(N(C(C1)(C)C)OCCCCCCCCCCC)(C)C)(OC1CC(N(C(C1)(C)C)OCCCCCCCCCCC)(C)C)=O